5-chloro-2-cyclopropyl-7,8-dihydro-6H-spiro[[1,3]oxazolo[5,4-f]quinazoline-9,1'-cyclohexane]-7-one ClC=1C=C2C(=C3C1NC(NC31CCCCC1)=O)OC(=N2)C2CC2